C(C)(C)(C)[Si](OC(COC=1C=C2C=CC(=NC2=CC1)Cl)C1=NN=NN1CC1=CC=C(C=C1)OC)(C)C 6-(2-((tert-butyldimethyl-silyl)oxy)-2-(1-(4-methoxybenzyl)-1H-tetrazol-5-yl)ethoxy)-2-chloroquinoline